FC1(CN(C1)CC(C)C)C(=O)NC=1N=CC2=CC=C(C=C2C1)C=1C=NN(C1)C 3-fluoro-1-isobutyl-N-(6-(1-methyl-1H-pyrazol-4-yl)isoquinolin-3-yl)azetidine-3-carboxamide